[Fe].[Zn].[Mg].[Ca] calcium-magnesium-zinc-iron